C(C)(C)(C)OC(=O)N1CCN(CCC1)C1=CC=C(C=C1)CC(=O)N(C)C 4-[4-[2-(dimethylamino)-2-oxo-ethyl]phenyl]-1,4-diazacycloheptane-1-carboxylic acid tert-butyl ester